6-(7,8-dihydro-5H-1,6-naphthyridin-6-yl)-5-methyl-N-(quinoxalin-6-ylmethyl)pyridine N1=CC=CC=2CN(CCC12)C1=C(C=CCN1CC=1C=C2N=CC=NC2=CC1)C